7-Ethyl-2,3-dihydrobenzofuran-4-carboxylic acid C(C)C=1C=CC(=C2CCOC21)C(=O)O